adipic acid monoethyl ester C(C)OC(CCCCC(=O)O)=O